1-(3-isopropyl-2-(8-methoxy-[1,2,4]triazolo[1,5-a]pyridin-6-yl)-1H-pyrrolo[2,3-c]pyridin-5-yl)-N-(oxetan-3-yl)piperidin-4-amine C(C)(C)C1=C(NC2=CN=C(C=C21)N2CCC(CC2)NC2COC2)C=2C=C(C=1N(C2)N=CN1)OC